methyl 2-((1s,3s)-3-((tert-butoxycarbonyl) amino) cyclobutoxy)-5-fluorobenzoate C(C)(C)(C)OC(=O)NC1CC(C1)OC1=C(C(=O)OC)C=C(C=C1)F